3-[2-(2-carbamoylallyl)-7-methoxy-1-oxo-isoindolin-4-yl]-N-methyl-benzamide C(N)(=O)C(CN1C(C2=C(C=CC(=C2C1)C=1C=C(C(=O)NC)C=CC1)OC)=O)=C